zinc-calcium-zirconium [Zr].[Ca].[Zn]